(1-Methylethyl)benzene CC(C)C1=CC=CC=C1